4-(2-(2-(2-isopropylphenyl)-4-(4-(trifluoromethyl)benzyl)piperazin-1-yl)-7-azaspiro[3.5]nonan-7-yl)benzamide C(C)(C)C1=C(C=CC=C1)C1N(CCN(C1)CC1=CC=C(C=C1)C(F)(F)F)C1CC2(C1)CCN(CC2)C2=CC=C(C(=O)N)C=C2